C(C1=CC=CC=C1)NC=1N=C(C2=C(N1)C=C(C=N2)F)NC(CO)(CCCC)C 2-((2-(benzylamino)-7-fluoropyrido[3,2-d]pyrimidin-4-yl)amino)-2-methylhexan-1-ol